N1CCC(CC1)CCCCCCCCCCN 10-(piperidin-4-yl)decan-1-amine